tert-butyl N-[1-(5-bromopyrimidin-2-yl)cyclopropyl]-N-methylcarbamate BrC=1C=NC(=NC1)C1(CC1)N(C(OC(C)(C)C)=O)C